C(=O)(O)COC1=CC=C(C=C1)C(C=CC1=CC=C(C=C1)COC(CCC(=O)O)=O)=O 4-[[4-[3-[4-(Carboxymethoxy)phenyl]-3-oxoprop-1-enyl]phenyl]methoxy]-4-oxobutanoic acid